2-amino-6-piperazinomethyl-3H-phenol NC1C(=C(C=CC1)CN1CCNCC1)O